ClC1=CC2=C(N(CN(C2=O)C2=C(NC(C=C2)=O)C)C2=C(C=C(C=C2)F)C)C=N1 6-chloro-1-(4-fluoro-2-methylphenyl)-3-(2-methyl-6-oxo-1,6-dihydropyridin-3-yl)-2,3-dihydropyrido[3,4-d]pyrimidin-4(1H)-one